(4-(4-((3-hydroxy-3-methylbutyl)amino)-4-oxobutyl)-1-phenyl-1H-imidazol-2-yl)-3-(1-methyl-1H-pyrazol-4-yl)benzamide OC(CCNC(CCCC=1N=C(N(C1)C1=CC=CC=C1)C1=C(C(=O)N)C=CC=C1C=1C=NN(C1)C)=O)(C)C